[Se].[Sn].[Cd].[Zn].[Cu] copper zinc cadmium tin selenium